NCCC[Si](O[Si](C)(C)CCCN)(C)C 1,3-di(aminopropyl)-1,1,3,3-tetramethyldisiloxane